FC1=C(C=CC(=C1)F)C=1N=C(SC1)C=1N=C(SC1)N (2,4-difluorophenyl)-[2,4'-bithiazole]-2'-amine